CC1(O[C@H]2[C@@H](O1)[C@@H](C[C@@H]2CN2C(C1=CC=CC=C1C2=O)=O)N2C=CC1=C2N=CN=C1NC)C 2-(((3aR,4R,6R,6aS)-2,2-dimethyl-6-(4-(methylamino)-7H-pyrrolo[2,3-d]pyrimidin-7-yl)tetrahydro-4H-cyclopenta[d][1,3]dioxol-4-yl)methyl)isoindoline-1,3-dione